17-hydroxy-17-(3-hydroxypropyl)-13-methyl-1,2,6,7,8,11,12,14,15,10-decahydrocyclopenta[a]phenanthren-3-one OC1(CCC2C3CCC4=CC(CCC4C3CCC12C)=O)CCCO